7-(difluoromethyl)-1-(4-fluoro-2-methylphenyl)-3-(6-methoxy-2-methylpyridin-3-yl)-2,3-dihydroquinazolin-4(1H)-one FC(C1=CC=C2C(N(CN(C2=C1)C1=C(C=C(C=C1)F)C)C=1C(=NC(=CC1)OC)C)=O)F